C(=O)(C(C(C(C(C(C(C(C(C(C(C(F)(F)F)(F)F)(F)F)(F)F)(F)F)(F)F)(F)F)(F)F)(F)F)(F)F)(F)F)O N-perfluorododecanoic acid